ClC=1C(=C(C=O)C(=CC1)C)O 3-CHLORO-2-HYDROXY-6-METHYL-BENZALDEHYDE